acryloyloxypropyltriEthoxysilane C(C=C)(=O)OCCC[Si](OCC)(OCC)OCC